7-((trans)-4-(4-aminopiperazin-1-yl)cyclohexyl)-5-(4-phenoxyphenyl)-7H-pyrrolo[2,3-d]pyrimidin-4-amine NN1CCN(CC1)[C@@H]1CC[C@H](CC1)N1C=C(C2=C1N=CN=C2N)C2=CC=C(C=C2)OC2=CC=CC=C2